2,N-dicyclohexyl-2-[2-(2,5-dichloro-phenyl)-benzimidazol-1-yl]-acetamide C1(CCCCC1)C(C(=O)NC1CCCCC1)N1C(=NC2=C1C=CC=C2)C2=C(C=CC(=C2)Cl)Cl